1-[2-(4-methylpiperidin-1-yl)ethyl]-3-(4-chlorophenyl)urea CC1CCN(CC1)CCNC(=O)NC1=CC=C(C=C1)Cl